CC=1OC=C(N1)C1=C(C=CC(=C1)[N+](=O)[O-])C 2-methyl-4-(2-methyl-5-nitro-phenyl)oxazole